O1C(=NC2=NC=CC=C21)N2CCN(CC2)C(=O)C2=CC1=C(N=C(O1)C1=CC=CC=C1)C=C2 (4-(oxazolo[4,5-b]pyridin-2-yl)piperazin-1-yl)(2-phenylbenzo[d]oxazol-6-yl)methanone